benzoyl peroxide tert-butyl-peroxypivalate C(C)(C)(C)CC(C(=O)OO)(C)C.C(C1=CC=CC=C1)(=O)OOC(C1=CC=CC=C1)=O